butanon CC(CC)=O